N[C@H](C=1N=C2N(C=CC(=N2)[C@H](NC(CC(C(F)(F)F)C)=O)C2CC2)C1)C1CCC(CC1)(F)F N-((R)-(2-((S)-amino(4,4-difluorocyclohexyl)methyl)imidazo[1,2-a]pyrimidin-7-yl)(cyclopropyl)methyl)-4,4,4-trifluoro-3-methylbutanamide